C(N)(=O)NC(C1=CN=C(C(=C1Cl)F)Cl)=O N-carbamoyl-4,6-dichloro-5-fluoronicotinamide